FC1=C(C=CC(=C1)F)C1=C2CCO[C@H](C2=CC=C1)CN(C(OC(C)(C)C)=O)C tert-butyl (R)-((5-(2,4-difluorophenyl)isochroman-1-yl)methyl)(methyl)carbamate